[SiH3]C([SiH3])([SiH3])P trisilylmethylphosphine